2-Amino-6,6,6-trifluoro-4-methylhexanoic acid NC(C(=O)O)CC(CC(F)(F)F)C